CC(CN1C(C(=CC2=C1N=CN=C2)OC)=O)(C)C 8-(2,2-dimethyl-propyl)-6-methoxy-8H-pyrido[2,3-d]pyrimidin-7-one